C(C)C1(OCC=2C=NC(=CC21)C(=O)O)C 1-ethyl-1-methyl-3H-furo[3,4-c]Pyridine-6-carboxylic acid